NC1CCC(CC1)(O)CO (1s,4s)-4-amino-1-(hydroxymethyl)cyclohexan-1-ol